ClC1=CC=C(OCC(=O)NC2=C(C(=NN2)C2=CC=NC=C2)C)C=C1 2-(4-Chlorophenoxy)-N-(4-methyl-3-(pyridin-4-yl)-1H-pyrazol-5-yl)acetamide